C(C)N([C@@H](CC(C)C)C(=O)O)CC N,N-diethyl-L-leucine